N-(4-(4-(5-ethylhexahydropyrrolo[3,4-c]pyrrol-2(1H)-yl)piperidin-1-yl)-2-methoxyphenyl)-6-((R)-3-phenylisoxazolidin-2-yl)pyrimidin-4-amine C(C)N1CC2C(C1)CN(C2)C2CCN(CC2)C2=CC(=C(C=C2)NC2=NC=NC(=C2)N2OCC[C@@H]2C2=CC=CC=C2)OC